C(C)(C)(C)OC(=O)N1CCN(CC1)C1=CC=CC=N1 6-(4-(tert-butoxycarbonyl)piperazin-1-yl)pyridine